FC1=C(CN2CCN(CCN(CCN(CC2)CC(=O)O)CC(=O)O)CC(=O)O)C=CC=C1 2,2',2''-(10-(2-fluorobenzyl)-1,4,7,10-tetraazacyclododecane-1,4,7-triyl)triacetic acid